BrC1=C(C=C(C=C1)C1=NOC(=N1)C)COC 3-(4-bromo-3-(methoxymethyl)phenyl)-5-methyl-1,2,4-oxadiazole